CC1=CC=C(C=C1)S(=O)[O-].[Zn+2].CC1=CC=C(C=C1)S(=O)[O-] zinc p-toluenesulfinate